O=C1N2C\C(\C[C@@]2(CC1)C(=O)OCC)=C/C(C)=O ethyl (S,Z)-5-oxo-2-(2-oxopropylidene)tetrahydro-1H-pyrrolizine-7a(5H)-carboxylate